SC1=NC(=CC=N1)C 2-mercapto-6-methylpyrimidine